ICCCCCCC#C 8-Iodooct-1-yne